C(C)C1=NN(C2=C1C(NCC1(CCOCC1)C2)=O)CC(COC(C(CC)CC)=O)(C)C 2-Ethylbutyric acid [3-(3-ethyl-4-oxo-spiro[6,8-dihydro-5H-pyrazolo[4,3-c]azepin-7,4'-tetrahydropyran]-1-yl)-2,2-dimethyl-propyl] ester